O1C(CC2=C1C=CC=C2)=O benzofuran-2(3H)-one